[Mn](=O)([O-])[O-].[Ba+2].[La+3] lanthanum barium manganite